aluminum tri-phosphate P(=O)([O-])([O-])[O-].P(=O)([O-])([O-])[O-].P(=O)([O-])([O-])[O-].[Al+3].[Al+3].[Al+3]